2-[[3-[[2-chloro-4-[[5-(2,3-difluoro-4-methoxy-phenyl)-1-methyl-imidazole-2-carbonyl]amino]benzoyl]amino]cyclobutyl]amino]ethyl-trimethyl-ammonium ClC1=C(C(=O)NC2CC(C2)NCC[N+](C)(C)C)C=CC(=C1)NC(=O)C=1N(C(=CN1)C1=C(C(=C(C=C1)OC)F)F)C